C=C1CC2CCCCN2C1 2-Methylenehexahydroindolizin